2-amino-3-(4-aminophenyl)-9-chloro-10H-chromeno[3,2-b]pyridin-10-one NC1=C(C=C2C(=N1)C(C=1C(=CC=CC1O2)Cl)=O)C2=CC=C(C=C2)N